2-(4-chlorophenyl)-2,2-difluoroacetic acid hydrochloride Cl.ClC1=CC=C(C=C1)C(C(=O)O)(F)F